dimethyl 2-(6-chloro-5-(1,3-dioxolan-2-yl)-2-methylpyrimidin-4-yl)-2-fluoromalonate ClC1=C(C(=NC(=N1)C)C(C(=O)OC)(C(=O)OC)F)C1OCCO1